lithium 1-(benzo[d][1,3]dioxol-4-ylmethyl)-3-fluoro-1H-pyrazole-5-carboxylate O1COC2=C1C=CC=C2CN2N=C(C=C2C(=O)[O-])F.[Li+]